(3-((1H-pyrazolo[3,4-b]-pyridin-1-yl)methyl)bicyclo-[1.1.1]pentan-1-yl)(5-(3,5-difluorophenyl)-4,5-dihydro-1H-pyrazol-1-yl)methanone N1(N=CC=2C1=NC=CC2)CC21CC(C2)(C1)C(=O)N1N=CCC1C1=CC(=CC(=C1)F)F